ClC1=CC=C(C=C1)N(S(=O)(=O)C1=CC=C(C=C1)C(F)(F)F)CCC1=CCCCC1 N-(4-chlorophenyl)-N-(2-(cyclohex-1-en-1-yl)ethyl)-4-(trifluoromethyl)benzenesulfonamide